C[C@@]12CCC=3N=C(SC3C2CC[C@H]2[C@H]3[C@](CC[C@H]12)(C(CC3)=O)C)C3=NC=CC=C3 (5aR,5bS,7aS,10aS,10bR)-5a,7a-dimethyl-2-(pyridin-2-yl)-4,5,5a,5b,6,7,7a,9,10,10a,10b,11,12,12a-tetradecahydro-8H-cyclopenta[7,8]phenanthro[2,1-d]thiazol-8-one